cyclobutyl-[(2S)-4-[(3-isothiocyanato-2,5-dimethyl-phenyl)methyl]-2-methyl-piperazin-1-yl]methanone C1(CCC1)C(=O)N1[C@H](CN(CC1)CC1=C(C(=CC(=C1)C)N=C=S)C)C